di-1-naphthyl-N,N-diphenyl-1,1'-biphenyl-4,4'-diamine C1(=CC=CC2=CC=CC=C12)C=1C(=C(C=CC1N(C1=CC=CC=C1)C1=CC=CC=C1)C1=CC=C(C=C1)N)C1=CC=CC2=CC=CC=C12